(E)-4-(2,4-dichlorophenyl)-5-(4-((1-(3-fluoropropyl)pyrrolidin-3-ylidene)methyl)phenyl)-2,3-dihydrobenzo[b]thiepin-8-ol ClC1=C(C=CC(=C1)Cl)/C/1=C(/C2=C(SCC1)C=C(C=C2)O)\C2=CC=C(C=C2)C=C2CN(CC2)CCCF